C(C1=CC=CC=C1)N1C2=CC=C(C=C2C=2C=CN=C(C12)C)NC(=O)NC1=CC=C(C=C1)C 1-(9-Benzyl-1-methyl-beta-carbolin-6-yl)-3-(p-tolyl)urea